7-benzyl-2-(((tetrahydro-2H-pyran-4-yl)thio)methyl)quinazolin-4(3H)-one C(C1=CC=CC=C1)C1=CC=C2C(NC(=NC2=C1)CSC1CCOCC1)=O